C[C@@H](CCC)OC1=NC(=C2NC(N(C2=N1)CCCCCN1CCCCC1)=O)N 2-[1(S)-methylbutoxy]-9-[5-(1-piperidinyl)pentyl]-8,9-dihydro-7H-adenine-8-one